COC(C1=C(C=C(C(=C1)CBr)Br)F)=O 4-bromo-5-(bromomethyl)-2-fluorobenzoic acid methyl ester